IC1=C(NC2=C1C(NCC2)=O)C2=CC=NC1=CC=CN=C21 3-iodo-2-(1,5-naphthyridin-4-yl)-1H,5H,6H,7H-pyrrolo[3,2-c]pyridin-4-one